N-(6-morpholino-3-pyridyl)-5-tetrahydropyran-2-yl-pyrimidin-4-amine O1CCN(CC1)C1=CC=C(C=N1)NC1=NC=NC=C1C1OCCCC1